C(#N)C1=CC(=C(COC2=CC=CC(=N2)OC2CCN(CC2)CC2=NC3=C(N2CC2(CC2)CC#N)C=C(C=C3F)C(=O)OC)C=C1)F methyl 2-((4-((6-((4-cyano-2-fluorobenzyl) oxy) pyridin-2-yl) oxy) piperidin-1-yl) methyl)-1-((1-(cyanomethyl) cyclopropyl) methyl)-4-fluoro-1H-benzo[d]imidazole-6-carboxylate